7-chloro-2-(methoxymethyl)-8-methyl-4H-pyrimido[1,2-b]Pyridazin-4-one ClC=1C(=CC=2N(N1)C(C=C(N2)COC)=O)C